BrC1=C(C(=NC=C1)NC(OC(C)(C)C)=O)I tert-butyl (4-bromo-3-iodopyridin-2-yl)carbamate